FC(OC1=CC(=C(C=C1)S(=O)(=O)N1CC2(C1)CN(C2)C2CCOCC2)F)F 2-((4-(difluoromethoxy)-2-fluorophenyl)sulfonyl)-6-(tetrahydro-2H-pyran-4-yl)-2,6-diazaspiro[3.3]heptane